6-(2-allyl-6-((4-(1-methylpiperidin-4-yl)phenyl)amino)-3-oxo-2,3-dihydro-1H-pyrazolo[3,4-d]pyrimidin-1-yl)pyridin-2-sulfonamide C(C=C)N1N(C2=NC(=NC=C2C1=O)NC1=CC=C(C=C1)C1CCN(CC1)C)C1=CC=CC(=N1)S(=O)(=O)N